tert-butyl (R)-2-((4-(2-(4-((2-(1-ethoxyvinyl)pyrimidin-4-yl)methoxy)phenyl) propan-2-yl)phenoxy)methyl)pyrrolidin-1-carboxylate C(C)OC(=C)C1=NC=CC(=N1)COC1=CC=C(C=C1)C(C)(C)C1=CC=C(OC[C@@H]2N(CCC2)C(=O)OC(C)(C)C)C=C1